6-iodo-4-(4-(trifluoromethoxy)phenyl)-7-vinylbenzo[d]oxazole IC1=C(C2=C(N=CO2)C(=C1)C1=CC=C(C=C1)OC(F)(F)F)C=C